[Fe].[Sr].[Mg] magnesium-strontium-iron